FC=1C=NC(=NC1)C=1C=C(C=CC1C)NC(=O)[C@@H]1N([C@@H]2C[C@@H]2C1)C1=CN=CN=N1 (1R,3R,5R)-N-(3-(5-fluoropyrimidin-2-yl)-4-methylphenyl)-2-(1,2,4-triazin-6-yl)-2-azabicyclo[3.1.0]hexane-3-carboxamide